C(C)C1CC2C=CC1C2 6-ethylbicyclo[2.2.1]hept-2-ene